C[C@@H]1N(CC1)C=1N=C(C2=C(N1)CCC2)C=2C=C(C(=O)N1CC(C1)CC(=O)O)C=CC2 (S)-2-(1-(3-(2-(2-methylazetidin-1-yl)-6,7-dihydro-5H-cyclopenta[d]pyrimidin-4-yl)benzoyl)azetidin-3-yl)acetic acid